C1(CCC1)N1CCN(CC1)C1=CC=C(C=C1)NC(=O)C=1C(NC=CC1NC1=C(C2=C(OCCN2)N=C1)C)=O N-(4-(4-cyclobutylpiperazin-1-yl)phenyl)-4-((8-methyl-2,3-dihydro-1H-pyrido[2,3-b][1,4]oxazin-7-yl)amino)-2-oxo-1,2-dihydropyridine-3-carboxamide